m-methylphenoxypropoxyphosphonium bromide [Br-].CC=1C=C(OCCCO[PH3+])C=CC1